C(C)NC=1C=CC(=C(C1)N1/C(/SCC1=O)=N/C(=O)NC1=C(C=C(C=C1)C1=NN(C=N1)C1=CC=C(C=C1)OC(F)(F)F)F)C(C)C (Z)-1-(3-(5-(ethylamino)-2-isopropylphenyl)-4-oxothiazolidin-2-ylidene)-3-(2-fluoro-4-(1-(4-(trifluoromethoxy)phenyl)-1H-1,2,4-triazol-3-yl)phenyl)urea